BrC1=CC=C2C(=NC(=NC2=C1F)OC[C@H]1N(CCC1)C)N1C[C@H]2CC[C@@H](C1)N2C(=O)OC(C)(C)C tert-butyl (1R,5S)-3-(7-bromo-8-fluoro-2-(((S)-1-methylpyrrolidin-2-yl)methoxy)quinazolin-4-yl)-3,8-diazabicyclo[3.2.1]octane-8-carboxylate